FC1=CC=C(OC=2C=CC(=NC2)NC(C(C)N2C[C@@H](N(CC2)C(C2=CN=C(C=C2)OC)=O)C)=O)C=C1 N-(5-(4-fluorophenoxy)pyridin-2-yl)-2-((S)-4-(6-methoxynicotinoyl)-3-methylpiperazin-1-yl)propanamide